CS(=O)(=O)[O-].C(CCC)[N+]1=CC=CC=C1 Butylpyridinium methansulfonat